O[C@@H]1CO[C@H]2[C@@H]1OC[C@H]2OCNC(CNC(OCC2=CC=CC=C2)=O)=O benzyl (2-(((((3R,3aR,6R,6aR)-6-hydroxyhexahydrofuro[3,2-b]furan-3-yl)oxy)methyl)amino)-2-oxoethyl)carbamate